COC1=C(CNC(CC(F)(F)F)C2=CC=CC=C2)C(=CC(=C1)OCC=1C(=C(C=CC1)C1=CC=CC=C1)C)OC N-(2,6-dimethoxy-4-((2-methyl-[1,1'-biphenyl]-3-yl)methoxy)benzyl)-3,3,3-trifluoro-1-phenylpropan-1-amine